NC1=C(C(=NN1C1CCC1)C(=O)NC=1C(=NC=C(C1)NC(CC1=CC=C(C=C1)OC(F)(F)F)=O)F)C(=O)N 5-amino-1-cyclobutyl-N3-(2-fluoro-5-(2-(4-(trifluoromethoxy)phenyl)acetamido)pyridin-3-yl)-1H-pyrazole-3,4-dicarboxamide